tert-butyl N-[5-[chloro-(difluoro)methyl]-5-(3,5-dichloro-phenyl)-4H-isoxazol-3-yl]carbamate ClC(C1(CC(=NO1)NC(OC(C)(C)C)=O)C1=CC(=CC(=C1)Cl)Cl)(F)F